(S)-1-(3-fluoro-4-(4,4,5,5-tetramethyl-1,3,2-dioxaborolan-2-yl)phenyl)-2-methylpiperidine FC=1C=C(C=CC1B1OC(C(O1)(C)C)(C)C)N1[C@H](CCCC1)C